C(C#C)Br propargylBromine